methyl N-(2-(4-((tert-butoxycarbonyl)amino)piperidin-1-yl)thiazole-4-carbonyl)-O-(tert-butyldimethylsilyl)-L-serinate C(C)(C)(C)OC(=O)NC1CCN(CC1)C=1SC=C(N1)C(=O)N[C@@H](CO[Si](C)(C)C(C)(C)C)C(=O)OC